CC(C)(C(C)(C1=CC=CC=C1)C)C1=CC=CC=C1 2,3-Dimethyl-2,3-diphenylbutane